C1(CC1)C1=CC=C(C=C1)N1N=C2C(C(NCC3C2=C1CCN3C(=O)OC(C)(C)C)=O)O tert-butyl 2-(4-cyclopropylphenyl)-9-hydroxy-8-oxo-2,3,4,5a,6,7,8,9-octahydro-5H-1,2,5,7-tetraazabenzo[cd]azulene-5-carboxylate